(E)-1-(4-Chlorophenyl)-3-(4-(Dimethylamino)Phenyl)Prop-2-en-1-One ClC1=CC=C(C=C1)C(\C=C\C1=CC=C(C=C1)N(C)C)=O